ClC=1C(=C(C#N)C=C(C1)N(CC(F)(F)F)C1=CC=C(C=C1)C=1C=C2N=CC(=NC2=CC1)SC)OCCCl 3-chloro-2-(2-chloroethoxy)-5-((4-(2-(methylthio)quinoxalin-6-yl)phenyl)(2,2,2-trifluoroethyl)amino)benzonitrile